(3aR,6S,7aR)-1-(2H-[1,3]dioxolo[4,5-e][1,3]benzothiazole-7-yl)-6-ethylhexahydropyrano[3,4-D]Imidazole-2(3H)-on O1COC=2C=CC3=C(N=C(S3)N3C(N[C@@H]4[C@H]3C[C@@H](OC4)CC)=O)C21